BrC1CCCC=2C(=NN(C12)C=1C=CC(=C(N[C@@H](C)C2=CC3=C(OC(O3)(F)F)C=C2)C1)F)C(F)(F)F 5-(7-bromo-3-(trifluoromethyl)-4,5,6,7-tetrahydro-1H-indazol-1-yl)-N-((S)-1-(2,2-difluorobenzo[d][1,3]dioxol-5-yl)ethyl)-2-fluoroaniline